2-(4-((tetrahydro-2H-pyran-4-yl)amino)phenyl)-5-(trifluoromethyl)piperidine-3-carboxamide O1CCC(CC1)NC1=CC=C(C=C1)C1NCC(CC1C(=O)N)C(F)(F)F